(3-(chloromethyl)benzyl)carbamic acid tert-butyl ester C(C)(C)(C)OC(NCC1=CC(=CC=C1)CCl)=O